C(C)(C)(C)C1=CC2=C(C3=CC=CC=C3C(=C2C=C1)OC)OC 2-tert-butyl-9,10-dimethoxyanthracene